3-cyclopropyl-N-(3,4-difluorophenyl)-2,6,6-trimethyl-4-oxo-2,4,5,6,7,8-hexahydropyrrolo[3,4-c]azepine-1-carboxamide C1(CC1)C=1N(C(=C2C1C(NC(CC2)(C)C)=O)C(=O)NC2=CC(=C(C=C2)F)F)C